N-(4-(benzylthio)phenyl)-3,4-dihydro-2H-[1,4]oxazino[2,3-f]quinazolin-10-amine C(C1=CC=CC=C1)SC1=CC=C(C=C1)NC1=NC=NC2=CC=C3C(=C12)OCCN3